3-dimethylaminopropyl-methacrylamide ethyl-5-bromo-1-(2-fluoroethyl)-1H-pyrazole-4-carboxylate C(C)OC(=O)C=1C=NN(C1Br)CCF.CN(CCCC=C(C(=O)N)C)C